NC1=NC=CC(=C1)C(=O)N[C@@H]1CNC[C@H]1NC(C1=CC=C(C=C1)C(C1=C(C(=CC=C1O)OC)F)=O)=O 2-amino-N-[(3R,4R)-4-[4-(2-fluoro-6-hydroxy-3-methoxybenzoyl)benzamido]pyrrolidin-3-yl]pyridine-4-carboxamide